NC(CCC(=O)OC(C)(C)C)C(=O)NC(C(=O)NCCCCCCNC(CCCCCCCCCCC)=O)CCC(=O)OC(C)(C)C Tert-butyl 4-amino-5-((5-(tert-butoxy)-1-((6-dodecanamidohexyl)amino)-1,5-dioxopentan-2-yl)amino)-5-oxopentanoate